3-(2,5-dichloropyrimidin-4-yl)-2,6-difluorobenzaldehyde ClC1=NC=C(C(=N1)C=1C(=C(C=O)C(=CC1)F)F)Cl